3-((R)-4-amino-6-((S)-1-oxa-6-azaspiro[3.4]octan-6-yl)pyrido[3,4-d]pyrimidin-8-yl)-2,4-dimethylphenol NC=1C2=C(N=CN1)C(=NC(=C2)N2C[C@@]1(CCO1)CC2)C=2C(=C(C=CC2C)O)C